5-(difluoromethyl)-3-formyl-2-azabicyclo[2.2.1]heptane-2-carboxylate FC(C1C2C(N(C(C1)C2)C(=O)[O-])C=O)F